4-(3-cyclopentenylmethyl)-1-ethyl-1-cyclopentene C1(CC=CC1)CC1CC=C(C1)CC